[3H-].[Ba+2].[3H-] barium tritide